(1r,4r)-N1-(2-(Methylsulfonyl)ethyl)cyclohexane-1,4-diamine CS(=O)(=O)CCNC1CCC(CC1)N